2,6-DIMETHYL-PIPERIDINO-ISOCYANO-ACETAMIDE CC1N(C(CCC1)C)C(C(=O)N)[N+]#[C-]